O1C(=CC=C1)CNC1=NC=C(C=2N1C=NN2)C2=CC=C(C(=O)NCCCCCCNC(OC(C)(C)C)=O)C=C2 tert-butyl (6-(4-(5-((furan-2-ylmethyl)amino)-[1,2,4]triazolo[4,3-c]pyrimidin-8-yl)benzamido)hexyl)carbamate